tert-butyl 8-methoxy-5-(4-sulfamoylbenzyl)-1,3,4,5-tetrahydro-2H-pyrido[4,3-b]indole-2-carboxylate COC1=CC=2C3=C(N(C2C=C1)CC1=CC=C(C=C1)S(N)(=O)=O)CCN(C3)C(=O)OC(C)(C)C